O.O.[Na].[Na] Disodium, Dihydrate